2-(tert-butoxycarbonylamino)-2-phenylacetic acid C(C)(C)(C)OC(=O)NC(C(=O)O)C1=CC=CC=C1